N-(3-aminophenyl)-N-methylacetamide CC(=O)N(C)C1=CC=CC(=C1)N